CS(=O)(=O)C1=C(C=CC=C1)NS(=O)(=O)C N-(2-(methylsulfonyl)phenyl)methanesulfonamide